5-methyl-1,5-dihydro-2H-pyrano[3,4-c]isoquinolin-6(4H)-one CN1C(C=2C=CC=CC2C2=C1COCC2)=O